2-(4,7,10-tris(carboxymethyl)-1,4,7,10-tetraazacyclododecan-1-yl)-glutaric acid C(=O)(O)CN1CCN(CCN(CCN(CC1)CC(=O)O)CC(=O)O)C(C(=O)O)CCC(=O)O